phenyl (5-(5,7-dihydroxy-4-oxo-4H-chromen-2-yl)-2-hydroxyphenyl) succinate C(CCC(=O)OC1=C(C=CC(=C1)C=1OC2=CC(=CC(=C2C(C1)=O)O)O)O)(=O)OC1=CC=CC=C1